ClC1=NC=C2C(=CC(=NC2=C1F)OCC1(CC1)CO)N1C[C@@](CCC1)(O)C (R)-1-(7-chloro-8-fluoro-2-((1-(hydroxymethyl)cyclopropyl)methoxy)-1,6-naphthyridin-4-yl)-3-methylpiperidin-3-ol